2,5-dioxopyrrolidin-1-yl (S)-16-{[5-{bis[2-({2-[(α-D-mannopyranosyl)oxy]ethyl}amino)-2-oxoethyl]amino}-6-({2-[(α-D-mannopyranosyl)oxy]ethyl}amino)-6-oxohexyl]amino}-16-oxohexadecanoate [C@H]1([C@@H](O)[C@@H](O)[C@H](O)[C@H](O1)CO)OCCNC(CN([C@@H](CCCCNC(CCCCCCCCCCCCCCC(=O)ON1C(CCC1=O)=O)=O)C(=O)NCCO[C@@H]1[C@@H](O)[C@@H](O)[C@H](O)[C@H](O1)CO)CC(NCCO[C@@H]1[C@@H](O)[C@@H](O)[C@H](O)[C@H](O1)CO)=O)=O